C(#N)C=1N(N=C2C(=CC=CC12)C1=CC=CC=C1)[C@H]1C=C(C(=O)O)O[C@H]([C@@H]1NC(C(C)C)=O)[C@H](O)[C@H](O)CO 2,6-Anhydro-4-(3-cyano-7-phenyl-2H-indazol-2-yl)-3,4,5-trideoxy-5-isobutyramido-D-glycero-D-galacto-non-2-enonic acid